2-(2,8-dimethylimidazo[1,2-b]pyridazin-6-yl)-7-[(3S,5S)-3,5-dimethylpiperazin-1-yl]pyrido[1,2-a]pyrimidin-4-one CC=1N=C2N(N=C(C=C2C)C=2N=C3N(C(C2)=O)C=C(C=C3)N3C[C@@H](N[C@H](C3)C)C)C1